[(2S)-1-ethyl-2-pyrrolidinyl]methanol C(C)N1[C@@H](CCC1)CO